butanediol diglycolate C(COCC(=O)O)(=O)O.C(CCC)(O)O